N=1C=CN2C1C=CC(=C2)C2=CNC=1N=C(N=C(C12)OC)NC1C(CCCC1)(O)C ((5-(imidazo[1,2-a]pyridin-6-yl)-4-methoxy-7H-pyrrolo[2,3-d]pyrimidin-2-yl)amino)-1-methylcyclohexan-1-ol